C1(CCCCC1)CNC(OC1=CC(=C(C=C1)O)C=1C=NC=C(C1)C1=NC=NN1)=O 3-(5-(1H-1,2,4-triazol-5-yl)pyridin-3-yl)-4-hydroxyphenyl (cyclohexylmethyl)carbamate